Cl.C(C)(=O)OC=1COC=C(C1OC(C)=O)OC(C)=O 7-pyran-3,4,5-triyl triacetate hydrochloride